(R)-2-hydroxy-N-(4-ethoxyphenethyl)propanamide O[C@@H](C(=O)NCCC1=CC=C(C=C1)OCC)C